3,4-dibenzyl-2-oxo-6,8-dioxo-3-azabicyclo[3.2.1]octane-7-carboxylic acid C(C1=CC=CC=C1)N1C(C2C(C(C(C1CC1=CC=CC=C1)C2=O)=O)C(=O)O)=O